N=1C=CN2C1C=CC(=C2)CN2N=NC=1C2=NC(=CN1)C=1C=NN(C1)CP(C)(C)=O ((4-(1-(Imidazo[1,2-a]pyridin-6-ylmethyl)-1H-[1,2,3]triazolo[4,5-b]pyrazin-6-yl)-1H-pyrazol-1-yl)methyl)dimethyl-phosphine oxide